(R)-2-amino-2-cyclopropylethanol HCl Cl.N[C@@H](CO)C1CC1